C(CCC)N(CCCC)CC(=O)O N,N-dibutylaminoacetic acid